O(C1=CC=CC=C1)C1=CC=C(C=C1)C1=NN(C2=NC=NC(=C21)N)C2CCN(CC2)C2CN(CC2)CC2CCNCC2 3-(4-phenoxyphenyl)-1-(1-(1-(piperidin-4-ylmethyl)pyrrolidin-3-yl)piperidin-4-yl)-1H-pyrazolo(3,4-d)pyrimidin-4-amine